pentadecyl fluorododecyl-sulfonate FCCCCCCCCCCCCS(=O)(=O)OCCCCCCCCCCCCCCC